C(C)(C)(C)OC(NC(CCC(S(=O)(=O)C1=CC=CC=C1)(S(=O)(=O)C1=CC=CC=C1)F)C1=CC=CC=C1)=O (4-fluoro-1-phenyl-4,4-bis(phenylsulfonyl)butyl)carbamic acid tert-butyl ester